2-(5-chloro-4-(ethoxycarbonyl)-1,3-dimethyl-1H-pyrrol-2-yl)-2-oxoacetic acid ClC1=C(C(=C(N1C)C(C(=O)O)=O)C)C(=O)OCC